5-(tert-butyl)-N-(3-(tert-butyl)phenyl)-[1,1'-biphenyl]-2-amine C(C)(C)(C)C1=CC=C(C(=C1)C1=CC=CC=C1)NC1=CC(=CC=C1)C(C)(C)C